C(C1=CC=CC=C1)OC1=NC(=CC=C1C1=CC(=C(C=C1)N1CCC2(CC(C2)CO)CC1)F)OCC1=CC=CC=C1 (7-(4-(2,6-bis(benzyloxy)pyridin-3-yl)-2-fluorophenyl)-7-azaspiro[3.5]non-2-yl)methanol